CC(C)(C)OC(=O)NC(CC1=CC2C(CC(NC2C=C1)C3=C(C=CC=C3Cl)Cl)SC4=CC=CC=C4)C(=O)OC The molecule is a non-proteinogenic amino acid derivative that is methyl alaninate substituted by a tert-butoxycarbonyl group at the N and a 2-(2,6-dichlorophenyl)-4-(phenylsulfanyl)-1,2,3,4,4a,8a-hexahydro-6-quinolyl group at position 3. It is a member of quinolines, a dichlorobenzene, a methyl ester, a carbamate ester, an organic sulfide and a non-proteinogenic amino acid derivative. It contains a phenylsulfanyl group. It derives from a tert-butanol.